ethyl-4-chloro-2-methylthiophene C(C)C1=C(SC=C1Cl)C